BrC1=C2C(=CN=CC2=CC=C1)O 5-bromo-4-hydroxyisoquinoline